1-(1-hexadecyl)-3-methylimidazolium C(CCCCCCCCCCCCCCC)N1C=[N+](C=C1)C